CN1C(=CC=C1)N1N=C2CCC(CC2=C1)N1CCN(CC1)C 2-(1-methyl-1H-pyrrol-2-yl)-5-(4-methylpiperazin-1-yl)-4,5,6,7-tetrahydro-2H-indazole